4-bromo-2-chloro-6-fluoro-3-methyl-benzaldehyde BrC1=C(C(=C(C=O)C(=C1)F)Cl)C